(prop-2-yn-1-yl)pyridin-2(1H)-one C(C#C)N1C(C=CC=C1)=O